C(#N)C=1C(=NC(=CC1C(F)(F)F)C)N1CSC[C@H]1C(=O)N(C=1C=C(C=CC1)C)C(C)C (R)-3-(3-cyano-6-methyl-4-(trifluoromethyl)pyridin-2-yl)-N-isopropyl-N-(m-tolyl)thiazolidine-4-carboxamide